NC1=C2C(=NC=N1)N(N=C2C=2NC1=CC(=CC=C1C2)C(=O)OC)C2CCN(CC2)C(=O)OC(C)(C)C Methyl 2-(4-amino-1-(1-(tert-butoxycarbonyl)piperidin-4-yl)-1H-pyrazolo[3,4-d]pyrimidin-3-yl)-1H-indole-6-carboxylate